(R)-N-(4-(3-((7-oxo-7,8-dihydropyrido[2,3-d]pyrimidin-2-yl)amino)pyrrolidine-1-carbonyl)phenyl)propionamide O=C1C=CC2=C(N=C(N=C2)N[C@H]2CN(CC2)C(=O)C2=CC=C(C=C2)NC(CC)=O)N1